4-(1,4-dioxaspiro[4.5]dec-8-yl)-1-iodo-1-cyclohexene O1CCOC12CCC(CC2)C2CC=C(CC2)I